N1(CCC1)C[C@@H](C(=O)NC(C)(C)C1=C(C=CC=C1)C)C (S)-3-(azetidin-1-yl)-2-methyl-N-(2-(o-tolyl)propan-2-yl)propanamide